C(C)C1N(C2=CC=C(C=C2CC1)CC)S(=O)(=O)C1=CC=C(C(=N1)C(=O)OC)OCC1CCOCC1 methyl 6-((2,6-diethyl-3,4-dihydroquinolin-1(2H)-yl) sulfonyl)-3-((tetrahydro-2H-pyran-4-yl) methoxy)-2-pyridinecarboxylate